NC=1C(=NC=NC1Cl)NC=1C=C(C=CC1N1CCN(CC1)C)N1N=NC(=C1)C(=O)O 1-(3-((5-amino-6-chloropyrimidin-4-yl)amino)-4-(4-methylpiperazin-1-yl)phenyl)-1H-1,2,3-triazole-4-carboxylic acid